8-cyclopentyl-6-methoxy-2-((1-(methylsulfonyl)piperidin-4-yl)amino)pterin C1(CCCC1)N1C=C(N=C2C(NC(N=C12)(N)NC1CCN(CC1)S(=O)(=O)C)=O)OC